C(C)N1CC=2C(=NC=CC2C1=O)N[C@@H](C)C1=CC=C(C(=O)NC2=CC=CC=C2)C=C1 (S)-4-(1-(2-ethyl-1-oxo-2,3-dihydro-1H-pyrrolo[3,4-c]pyridin-4-ylamino)ethyl)-N-phenylbenzamide